BrC=1C=C2C3(C(N(C(C2=CC1)=O)CC1=NC=C(C=C1)C=1OC(=NN1)C(F)F)=O)CCCCC3 6'-bromo-2'-((5-(5-(difluoromethyl)-1,3,4-oxadiazol-2-yl)pyridin-2-yl)methyl)-1'H-spiro[cyclohexane-1,4'-isoquinoline]-1',3'(2'H)-dione